sodium 2-(perfluorohexyl)ethane-1-sulfonate FC(C(C(C(C(C(F)(F)F)(F)F)(F)F)(F)F)(F)F)(CCS(=O)(=O)[O-])F.[Na+]